C(=O)(OC(C)(C)C)N1C(C2=CC(=C(C=C2CC1)OC)OC)=O N-Boc-6,7-dimethoxy-3,4-dihydroisoquinolinone